C(C)(C)(C)OC(N(CCN(CC1CCCCCCCCCCCCCC1)C(=O)OC(C)(C)C)CCNC(=O)OC(C)(C)C)=O (2-tert-Butoxycarbonylamino-ethyl)-[2-(tert-butoxycarbonyl-cyclopentadecylmethyl-amino)-ethyl]-carbamic Acid tert-butyl Ester